[3-(2-Fluorophenyl)-4-(6-phenylfuro[2,3-d]pyrimidin-4-yl)-1H-pyrazol-1-yl]-2-methylpropan-2-ol FC1=C(C=CC=C1)C1=NN(C=C1C=1C2=C(N=CN1)OC(=C2)C2=CC=CC=C2)CC(C)(O)C